NC1=CC=C(C(=O)N2C(CC2)C(=O)NC=2SC=C(N2)C2=CC(=CC=C2)C2=CC(=NC(=C2)C)C)C=C1 1-(4-Aminobenzoyl)-N-(4-(3-(2,6-dimethylpyridin-4-yl)phenyl)thiazol-2-yl)azetidine-2-carboxamide